C(CCCCCCCCCCCCCCCCC)(=O)[O-].[Al+] Aluminium monostearat